2-(2,6-dichloro-3,5-dimethoxyphenyl)acetonitrile ClC1=C(C(=C(C=C1OC)OC)Cl)CC#N